O=C1NC2=CC=CC=C2[C@@]12CNCC2 (3S,4'S)-2-oxospiro[indoline-3,3'-pyrrolidine]